C1=CC=C(C=C1)I(OC(=O)C(F)(F)F)OC(=O)C(F)(F)F bistrifluoroacetoxyiodobenzene